4-[5-[(4-cyclopropyl-1H-indazol-5-yl)amino]-1-methyl-1,2,4-triazol-3-yl]-N-ethyl-piperidine-1-carboxamide C1(CC1)C1=C2C=NNC2=CC=C1NC1=NC(=NN1C)C1CCN(CC1)C(=O)NCC